C[C@@H]1CN=C2N1C1=CC=C(C=C1C(N2C)=O)S(=O)(=O)NC2(CC2)C (1R)-1,4-dimethyl-N-(1-methylcyclopropyl)-5-oxo-1H,2H-imidazo[1,2-a]quinazoline-7-sulfonamide